O=C1N(CCC(N1)=O)C1=CN=C2N1C=CC(=C2)N2CCNCC2 4-[3-(2,4-dioxohexahydropyrimidin-1-yl)imidazo[1,2-a]Pyridin-7-yl]Piperazine